1-methyl-4-(thiophen-3-ylmethyl)-3,4-dihydroquinolin CN1CCC(C2=CC=CC=C12)CC1=CSC=C1